(E)-N-(1,3-dihydrobenzofuran-4-yl)-2-(hydroxyimino)acetamide O1CCC2=C1C=CC=C2NC(/C=N/O)=O